C(CCC)C1=CC=C(C=C1)N(C1=CC=CC=C1)C1=CC=CC=C1 N-(4-butyl-phenyl)-diphenylamine